FC1=CC=2N(C=C1)C(=CN2)C2=C1CNC(C1=C(C=C2)NC2=NC=C(C=C2)N2C[C@H](OCC2)C(C)(C)O)=O (S)-4-(7-fluoroimidazo[1,2-a]pyridin-3-yl)-7-((5-(2-(2-hydroxypropan-2-yl)morpholino)pyridin-2-yl)amino)isoindolin-1-one